6-{[(trans)-5-(4-methoxyphenyl)-2-methyl-1-(2-phenylethyl)azepan-4-yl]methoxy}-2,3-dihydro-1H-isoindol-1-one COC1=CC=C(C=C1)C1C(CC(N(CC1)CCC1=CC=CC=C1)C)COC1=CC=C2CNC(C2=C1)=O